7-(4-fluorobenzyl)-1-(3-hydroxypropyl)-8-(3-isopropylphenyl)-3-methyl-1H-purine-2,6(3H,7H)-dione FC1=CC=C(CN2C(=NC=3N(C(N(C(C23)=O)CCCO)=O)C)C2=CC(=CC=C2)C(C)C)C=C1